(±)-((1R,S)-1-(4-amino-2-((methylsulfinyl)methyl)phenyl)ethyl)carbamic acid tert-butyl ester C(C)(C)(C)OC(N[C@H](C)C1=C(C=C(C=C1)N)C[S@@](=O)C)=O |r|